C(CCCCCCCCCCCCC)(=O)N(CCC(=O)O)C myristoylmethyl-β-alanine